1-(4-((4-((4-([1,2,4]triazolo[1,5-a]pyridin-7-yloxy)-2-methoxy-5-methylphenyl)amino)-7-methoxyquinazolin-6-yl)amino)piperidin-1-yl)prop-2-en-1-one N=1C=NN2C1C=C(C=C2)OC2=CC(=C(C=C2C)NC2=NC=NC1=CC(=C(C=C21)NC2CCN(CC2)C(C=C)=O)OC)OC